4-chloro-3-(3,3,4,4-tetrafluoropyrrolidin-1-yl)-1-tetrahydropyran-3-yl-pyrazolo[3,4-b]pyridine ClC1=C2C(=NC=C1)N(N=C2N2CC(C(C2)(F)F)(F)F)C2COCCC2